C1(=CC=CC=C1)S(=O)(=O)NC=1C=C(C=CC1)/C=C/[C@H](CCOC1=C(C=CC=C1)CCC(=O)O)O 3-[2-[(E,3S)-5-[3-(Benzenesulfonamido)phenyl]-3-hydroxypent-4-enoxy]phenyl]propanoic acid